NC1=NC=CC(=N1)C=1C2=C(C(=NC1)NCC=1C=C(C(=O)NC3[C@H]4COC[C@@H]34)C=CC1)CCO2 3-(((7-(2-Aminopyrimidin-4-yl)-2,3-dihydrofuro[3,2-c]pyridin-4-yl)amino)methyl)-N-((1R,5S,6r)-3-oxabicyclo[3.1.0]hexan-6-yl)benzamid